4-NITROPHENYLISOCYANIDE [N+](=O)([O-])C1=CC=C(C=C1)[N+]#[C-]